(3-aminophenyl)(3-(trifluoromethoxy)phenyl)methanol NC=1C=C(C=CC1)C(O)C1=CC(=CC=C1)OC(F)(F)F